(S)-2-(2-(3-(2-ethoxypropan-2-yl)-1-(2-(6-methylpyridin-3-yl)propan-2-yl)pyrrolidin-3-yl)ethyl)-4-methoxy-pyrimidine C(C)OC(C)(C)[C@@]1(CN(CC1)C(C)(C)C=1C=NC(=CC1)C)CCC1=NC=CC(=N1)OC